2-di-tert-butylphosphino-3-methoxy-6-methyl-2',4',6'-triisopropyl-1,1-biphenyl C(C)(C)(C)P(C1=C(C(=CC=C1OC)C)C1=C(C=C(C=C1C(C)C)C(C)C)C(C)C)C(C)(C)C